C(CCCCCCCCCCCC(=O)N)(=O)N tridecanediamide